4-Bromo-2-(1,3-dithian-2-yl)phenyl cinnamate C(C=CC1=CC=CC=C1)(=O)OC1=C(C=C(C=C1)Br)C1SCCCS1